FC([C@]12CCN(C[C@@H]2C1)C1=C(C(=O)NC2=NC(=NC(=C2)C)N2CCC(CC2)(F)F)C=CC(=C1)S(NCCO)(=O)=O)F 2-((1R,6S)-6-(difluoromethyl)-3-azabicyclo[4.1.0]heptan-3-yl)-N-(2-(4,4-difluoropiperidin-1-yl)-6-methylpyrimidin-4-yl)-4-(N-(2-hydroxyethyl)sulfamoyl)benzamide